COC1=C(CNC2=CC=C3C(=N2)[C@H]([C@@H](OC3=O)C)C)C=CC(=C1)OC (7S,8R)-2-((2,4-Dimethoxybenzyl)amino)-7,8-dimethyl-7,8-dihydro-5H-pyrano[4,3-b]pyridin-5-one